(1r,4r)-4-[{8-[(2-heptylnonyl)oxy]-8-oxooctyl}(4-methyl-1,4-diazepane-1-carbonyl)amino]cyclohexane-1-carboxylate C(CCCCCC)C(COC(CCCCCCCN(C1CCC(CC1)C(=O)[O-])C(=O)N1CCN(CCC1)C)=O)CCCCCCC